(S)-6-(cyclopropanecarboxamido)-N-(methyl-d3)-4-((2,3,4,5-tetramethyl-4,5-dihydro-3H-imidazo[4,5-c]quinolin-6-yl)amino)pyridazine-3-carboxamide C1(CC1)C(=O)NC1=CC(=C(N=N1)C(=O)NC([2H])([2H])[2H])NC1=CC=CC=2C3=C([C@@H](N(C12)C)C)N(C(=N3)C)C